(6-((cyclopropoxycarbonyl)amino)pyridin-3-yl)piperazine-1-carboxylic acid tert-butyl ester C(C)(C)(C)OC(=O)N1C(CNCC1)C=1C=NC(=CC1)NC(=O)OC1CC1